N-(3,4-difluorophenyl)-3-(2-(4-((4-fluoro-3-methylphenyl)carbamoyl)-1,3,5-trimethyl-1H-pyrrol-2-yl)-2-oxoacetamido)-3-methylpiperidine-1-carboxamide FC=1C=C(C=CC1F)NC(=O)N1CC(CCC1)(C)NC(C(=O)C=1N(C(=C(C1C)C(NC1=CC(=C(C=C1)F)C)=O)C)C)=O